N-(4-((3-chloro-4-(pyridin-2-ylmethoxy)phenyl)amino)-5-ethoxyquinazolin-6-yl)-3-(1-methylpyrrolidin-2-yl)acrylamide ClC=1C=C(C=CC1OCC1=NC=CC=C1)NC1=NC=NC2=CC=C(C(=C12)OCC)NC(C=CC1N(CCC1)C)=O